ClC1=C(C(=O)NC2=C(C=CC=C2)I)C=C(C=C1)N1C=NN=C1 2-chloro-N-(2-iodophenyl)-5-(4H-1,2,4-triazol-4-yl)benzamide